ClC1=C2C(=NC(C1=O)C1=CC3=CN(N=C3C=C1)C)C(=CN2C[C@@H]2C(C2)(F)F)C#N 7-chloro-1-(((R)-2,2-difluorocyclopropyl)methyl)-5-(2-methyl-2H-indazol-5-yl)-6-oxo-5,6-dihydro-1H-pyrrolo[3,2-b]pyridine-3-carbonitrile